C(=O)O.CN([C@@]1(CN(CCC1)C1=CC(=C(C(=C1)F)S(=O)(=O)NC1=NC=NC=C1)F)CCC1=NC(=CC=C1)C(F)(F)F)C (R)-4-(3-(Dimethylamino)-3-(2-(6-(trifluoromethyl)pyridin-2-yl)ethyl)piperidin-1-yl)-2,6-difluoro-N-(pyrimidin-4-yl)benzenesulfonamide formate